2,3-dihydro-1,3-benzoxazole-6-carboxamide O1CNC2=C1C=C(C=C2)C(=O)N